FC1=C(C=CC=C1)[C@@H]1OCCN2C1=CC(=N2)C(=O)N[C@@H]2C(N(C1=C(OC2)C=CC=N1)C)=O (4S)-4-(2-fluorophenyl)-N-[(3S)-5-methyl-4-oxo-2,3-dihydropyrido[3,2-b][1,4]oxazepin-3-yl]-6,7-dihydro-4H-pyrazolo[5,1-c][1,4]oxazine-2-carboxamide